CC(C1=C(C=C(C=C1)Cl)Cl)NC(=O)C(C#N)C(C)(C)C The molecule is a monocarboxylic acid amide obtained by formal condensation of the carboxy group of 2-cyano-3,3-dimethylbutanoic acid with the amino group of 1-(2,4-dichlorophenyl)ethylamine. It is a dichlorobenzene, a monocarboxylic acid amide and a nitrile.